3-(4-{3-[4-(5-cyclopropyl-[1,3,4]oxadiazol-2-yl)-thiazol-2-yloxy]-propyl}-piperazin-1-yl)-benzo[d]isothiazole C1(CC1)C1=NN=C(O1)C=1N=C(SC1)OCCCN1CCN(CC1)C1=NSC2=C1C=CC=C2